C(C)(C)(C)OC(NCCCCNCCCN)=O [4-(3-amino-propylamino)butyl]-carbamic acid tert-butyl ester